C(=CCC)C1N(CCOC1)C=CCC Dibutenylmorpholine